FC1=CC=C(C=C1)N(C1=CC=C2C=C(COC2=C1)C(C(F)(F)F)=O)C1=CC=C(C=C1)F 7-[bis(4-fluorophenyl)amino]-3-(2,2,2-trifluoroethan-1-one-1-yl)-2H-chromene